(S)-(-)-1-(3-chlorophenyl)ethylamine C[C@@H](C1=CC(=CC=C1)Cl)N